tertbutyl (1R,5S)-3-cyano-8-azabicyclo[3.2.1]octane-8-carboxylate C(#N)C1C[C@H]2CC[C@@H](C1)N2C(=O)OC(C)(C)C